(S)-2-(4-chlorophenyl)-2-(4-hydroxy-3-(4-hydroxyphenyl)-1H-pyrazole-5-carboxamido)acetic acid ClC1=CC=C(C=C1)[C@@H](C(=O)O)NC(=O)C1=C(C(=NN1)C1=CC=C(C=C1)O)O